C1=CC(=CC(=C1)Br)OC(F)F 3-(difluoromethyl)bromobenzene